3-methyl-2-cyclohexenyl 2-bromoacetate BrCC(=O)OC1C=C(CCC1)C